C(C)C(C(=O)O)C(C)C 2-ethyl-3-methylbutanoic acid